3-methacryloxypropyltrichlorosilane C(C(=C)C)(=O)OCCC[Si](Cl)(Cl)Cl